FCCN1CCN(CC1)C1=NC=2N(C=C1)N=C(C2C#N)C=2OC=CC2 5-[4-(2-fluoroethyl)piperazin-1-yl]-2-(2-furyl)pyrazolo[1,5-a]pyrimidine-3-carbonitrile